C(C)C=1N=C(NC1[C@H]1[C@H](CN(CC1)S(=O)(=O)N)C)C1=NC=C(C=C1)F |o1:7,8| (3R*,4R*)-4-(4-Ethyl-2-(5-fluoropyridin-2-yl)-1H-imidazol-5-yl)-3-methylpiperidine-1-sulfonamide